C(C)(C)(C)N1C(CCCC1)C1=CC=C(C=C1)N1[C@H](CCC1)C=1N=C(SC1)N tert-butyl-2-(4-((R)-2-(2-aminothiazol-4-yl)pyrrolidin-1-yl)phenyl)piperidine